C(C)(C)(C)C1N2C(C3=CC(=C(C=C3C1)C=1C=NN(C1)CC(F)(F)F)OC)=CC(C(=C2)C(=O)OCC)=O ethyl 6-tert-butyl-10-methoxy-2-oxo-9-[1-(2,2,2-trifluoroethyl)-1H-pyrazol-4-yl]-6,7-dihydro-2H-pyrido[2,1-a]isoquinoline-3-carboxylate